adipic acid bis-carbonate C(O)(O)=O.C(O)(O)=O.C(CCCCC(=O)O)(=O)O